thieno[2,3-d]pyridazine-7-carboxylic acid amide S1C=CC=2C1=C(N=NC2)C(=O)N